N(=[N+]=[N-])CC1=CC=C(CN2CCOCC2)C=C1 4-(4-azidomethylbenzyl)morpholine